[PH2+]1C=CC=C1 phospholium